COC(=O)[C@]1(N[C@H]([C@]([C@@H]1C1=CC=C(C=C1)Cl)([N+](=O)[O-])C)C1=CC=CC=C1)C (2S,3R,4S,5S)-3-(4-chlorophenyl)-2,4-dimethyl-4-nitro-5-phenylpyrrolidine-2-carboxylic acid methyl ester